2-(2,4-bis(trifluoromethyl)phenyl)-N-((2-(5-chloropyrimidin-2-yl)oxazol-5-yl)methyl)-N-(4-fluorophenyl)acetamide FC(C1=C(C=CC(=C1)C(F)(F)F)CC(=O)N(C1=CC=C(C=C1)F)CC1=CN=C(O1)C1=NC=C(C=N1)Cl)(F)F